C(C)(C)OCC1C2C3C4C=CC(C3C(C1)C2)C4 8-isopropoxymethyl-tetracyclo[4.4.0.12,5.17,10]-3-dodecene